C1(CCC1)C1=CC=C2C(=N1)NC=C2C2=CC=1N(C=C2)N=CC1C(=O)N[C@@H](C(F)(F)F)C (R)-5-(6-cyclobutyl-1H-pyrrolo[2,3-b]pyridin-3-yl)-N-(1,1,1-trifluoropropan-2-yl)pyrazolo[1,5-a]pyridine-3-carboxamide